C(C)(C)(C)C1C(P(CC1)CS(=O)(=O)[O-])(C1=C(C=CC=C1)C1=C(C=C(C=C1C(C)C)C(C)C)C(C)C)C(C)(C)C.[Pd+2].C(C)(C)(C)C1C(P(CC1)CS(=O)(=O)[O-])(C(C)(C)C)C1=C(C=CC=C1)C1=C(C=C(C=C1C(C)C)C(C)C)C(C)C Palladium di-tert-butyl-[2-(2,4,6-triisopropylphenyl) phenyl]Phospholanemethanesulfonate